ClC=1SC2=C(N1)C(=CC=C2F)F 2-chloro-4,7-difluorobenzo[d]thiazole